(1R,2R)-1-((2R,3R,4S,6R)-4-acetoxy-3-(2-acetoxyacetamido)-6-(methoxycarbonyl)-6-tosyltetrahydro-2H-pyran-2-yl)-3-(2-(4-chlorophenyl)acetamido)propane-1,2-diyl diacetate C(C)(=O)O[C@H]([C@@H](CNC(CC1=CC=C(C=C1)Cl)=O)OC(C)=O)[C@@H]1O[C@](C[C@@H]([C@H]1NC(COC(C)=O)=O)OC(C)=O)(S(=O)(=O)C1=CC=C(C)C=C1)C(=O)OC